C(C=1C(O)=CC=CC1)(=O)O.C(C)C=1C=C2CC(CC2=CC1CC)NC[C@H](O)C1=C2C=CC(NC2=C(C=C1)OCC1=CC=CC=C1)=O (R)-5-[2-(5,6-diethyl-indan-2-ylamino)-1-hydroxy-ethyl]-8-benzyloxy-1H-quinolin-2-one salicylate